CC(C)([Si](OCC(CO[Si](C(C)(C)C)(C)C)(C)C=1SC(=CN1)S(=O)(N)=N)(C)C)C 2-(2,2,3,3,6,9,9,10,10-nonamethyl-4,8-dioxa-3,9-disilaundecan-6-yl)thiazole-5-sulfonimidamide